5-((N-tert-butoxycarbonyl-2-methyl-1,4-diazacycloheptan-1-yl)sulfonyl)isoquinolin-1-ol C(C)(C)(C)OC(=O)N1CC(N(CCC1)S(=O)(=O)C1=C2C=CN=C(C2=CC=C1)O)C